ClC=1C=C2C(C(=CN(C2=CC1N1S(CCC1COC1=NC=CC=C1Cl)(=O)=O)C=1C=NC(=CC1)N1CC(C1)N(C)C)C(=O)OCC)=O ethyl 6-chloro-7-(3-(((3-chloropyridin-2-yl)oxy)methyl)-1,1-dioxidoisothiazolidin-2-yl)-1-(6-(3-(dimethylamino)azetidin-1-yl)pyridin-3-yl)-4-oxo-1,4-dihydroquinoline-3-carboxylate